(S)-3-(1-((3-(benzo[d][1,3]dioxolan-5-yl)-4-oxo-4H-pyrano[2,3-c]pyridin-6-yl)amino)ethyl)benzamide O1COC2=C1C=CC(=C2)C=2C(C=1C(=CN=C(C1)N[C@@H](C)C=1C=C(C(=O)N)C=CC1)OC2)=O